1-((2-(hydroxymethyl)benzofuran-5-yl)methyl)-3-((1-methyl-1H-pyrazol-4-yl)methyl)-N-(1-methylcyclopropyl)-2,4-dioxo-1,2,3,4-tetrahydrothieno[2,3-d]pyrimidine-6-sulfonamide OCC=1OC2=C(C1)C=C(C=C2)CN2C(N(C(C1=C2SC(=C1)S(=O)(=O)NC1(CC1)C)=O)CC=1C=NN(C1)C)=O